ClC1=CC=C(C(=N1)C(=O)O)N[C@H](C)C1=C2N=C(C(=NC2=CC(=C1)C)C#N)NC(C(F)(F)F)C1CC1 6-chloro-3-(((1R)-1-(2-cyano-3-((1-cyclopropyl-2,2,2-trifluoroethyl)amino)-7-methylquinoxalin-5-yl)ethyl)amino)picolinic acid